4-((2R,6S)-4-acryloyl-6-(trifluoromethyl)morpholin-2-yl)-6-chloro-6'-fluoro-N-methyl-[2,4'-bipyridine]-2'-carboxamide C(C=C)(=O)N1C[C@H](O[C@@H](C1)C(F)(F)F)C1=CC(=NC(=C1)Cl)C1=CC(=NC(=C1)F)C(=O)NC